FC1=C(C=CC=C1OCCCN1CCOCC1)C1=C(C(=CC=C1)C1=NC2=C(N1C)C=C(C(=C2)OC)N2C(CCCC2)CC(=O)O)C 1-(2-(2'-fluoro-2-methyl-3'-(3-morpholinopropoxy)-[1,1'-biphenyl]-3-yl)-5-methoxy-1-methyl-1H-benzo[d]imidazol-6-yl)piperidine-2-acetic acid